2,4-dichloro-N,N-dimethylpyrimidine-5-carboxamide ClC1=NC=C(C(=N1)Cl)C(=O)N(C)C